3,7-difluorochromone FC1=COC2=CC(=CC=C2C1=O)F